methyl 2-methylpropenoate CC(C(=O)OC)=C